phenyl-1H-pyrrole C1(=CC=CC=C1)N1C=CC=C1